CC(C#N)(C)C=1C=NN(C1)C1OCCCC1 2-methyl-2-(1-tetrahydropyran-2-ylpyrazol-4-yl)propanenitrile